N-[[5-(hydroxymethyl)-8-[4-(trifluoromethoxy)phenyl]-6-quinolinyl]methyl]prop-2-enamide OCC1=C2C=CC=NC2=C(C=C1CNC(C=C)=O)C1=CC=C(C=C1)OC(F)(F)F